5-({[1-(3-Chloro-2-fluorophenyl)cyclopropyl]carbonyl}amino)-2-(1-cyclobutyl-1H-pyrazol-4-yl)benzoic acid ClC=1C(=C(C=CC1)C1(CC1)C(=O)NC=1C=CC(=C(C(=O)O)C1)C=1C=NN(C1)C1CCC1)F